N-methyl-3-azabicyclo[3.2.1]octane-8-carboxamide CNC(=O)C1C2CNCC1CC2